(S)-3-(2',4'-difluorobiphenyl-3-yl)-3-(3-(4-hydroxy-6-methyl-2-oxo-1,2-dihydropyridin-3-yl)ureido)propanoic acid ethyl ester C(C)OC(C[C@H](NC(=O)NC=1C(NC(=CC1O)C)=O)C=1C=C(C=CC1)C1=C(C=C(C=C1)F)F)=O